COC(=O)C1(CCC2(C(=CC3=CC(=C(C=C23)OC)OC)C[C@H](COCC2=CC=C(C=C2)OC)C)CC1)NC1=CC(=CC=C1)Cl (1R,4R)-4-(3-chloroanilino)-5',6'-dimethoxy-2'-{(2R)-3-[(4-methoxyphenyl)methoxy]-2-methylpropyl}spiro[cyclohexane-1,1'-indene]-4-carboxylic acid methyl ester